OC1=CC=C(C=C1)\C=C\C(=O)C1=CC=C(C=C1)O 4,4'-Dihydroxychalcone